5-(2-pyridinyl)-N-[2-(trifluoromethyl)phenyl]-2-thiophenesulfonamide N1=C(C=CC=C1)C1=CC=C(S1)S(=O)(=O)NC1=C(C=CC=C1)C(F)(F)F